C[C@](C1=CC=CC2=CC=CC=C21)(C(=O)O)OC (S)-(+)-2-methoxy-2-(1-naphthyl)propionic acid